butyl (3S)-3-[(4-methoxycarbonylphenyl)methyl]piperidine-1-carboxylate COC(=O)C1=CC=C(C=C1)C[C@H]1CN(CCC1)C(=O)OCCCC